5-bromo-4-(methoxymethoxy)benzofuran-6-carbaldehyde BrC=1C(=CC2=C(C=CO2)C1OCOC)C=O